[F].C(\C=C\C1=CC(OC)=C(O)C=C1)(=O)O ferulic acid fluorine